5-(2-chlorobenzyl)-3-cyclopropyl-4-oxo-4,5,6,7-tetrahydropyrazolo[1,5-a]pyrazine-2-carboxylic acid (5-methyl[1,3,4]thiadiazol-2-yl)amide CC1=NN=C(S1)NC(=O)C1=NN2C(C(N(CC2)CC2=C(C=CC=C2)Cl)=O)=C1C1CC1